tert-butyl (R)-3-(6-chloro-3-methyl-4-oxo-3,4-dihydroquinazolin-2-yl)piperidine-1-carboxylate ClC=1C=C2C(N(C(=NC2=CC1)[C@H]1CN(CCC1)C(=O)OC(C)(C)C)C)=O